5-amino-2-(6-fluoro-2-((5-fluoro-2-methylpyrimidin-4-yl)amino)pyridin-3-yl)-6-(5-methyl-1H-indazol-4-yl)pyrimidine-4-carboxamide NC=1C(=NC(=NC1C1=C2C=NNC2=CC=C1C)C=1C(=NC(=CC1)F)NC1=NC(=NC=C1F)C)C(=O)N